3-bromo-2-[4-(4-methyl-1,2,4-triazol-3-yl)piperidin-1-yl]-6-(piperazin-1-yl)benzonitrile BrC=1C(=C(C#N)C(=CC1)N1CCNCC1)N1CCC(CC1)C1=NN=CN1C